3-(4-(5-(difluoromethyl)-1,3,4-oxadiazole-2-yl)-2-fluorobenzyl)-5-(3-fluorophenyl)-1-methyl-1,3-dihydro-2H-benzo[d]imidazole-2-one FC(C1=NN=C(O1)C1=CC(=C(CN2C(N(C3=C2C=C(C=C3)C3=CC(=CC=C3)F)C)=O)C=C1)F)F